(2,6-bis((triisopropylsilyl)ethynyl)phenyl)methylamine C(C)(C)[Si](C(C)C)(C(C)C)C#CC1=C(C(=CC=C1)C#C[Si](C(C)C)(C(C)C)C(C)C)CN